(6-chloro-3-cyano-8,8-dimethyl-7,8-dihydro-6H-cyclopenta[e]pyrazolo[1,5-a]pyridin-2-yl)carbamic acid tert-butyl ester C(C)(C)(C)OC(NC1=NN2C(C=CC3=C2C(CC3Cl)(C)C)=C1C#N)=O